1-ethyl-9,10-bis[2-carboxy(4-methyl-4-cyclohexenyl)]carbonyloxyanthracene C(C)C1=CC=CC2=C(C3=CC=CC=C3C(=C12)OC(=O)C1C(CC(=CC1)C)C(=O)O)OC(=O)C1C(CC(=CC1)C)C(=O)O